S1C(=NC2=C1C=CC=C2)NC2=C(C=C(N=N2)N(C=2SC(=C(N2)C(=O)O)C2CCC2)C)C 2-({6-[(1,3-benzothiazol-2-yl)amino]-5-methylpyridazin-3-yl}(methyl)amino)-5-cyclobutyl-1,3-thiazole-4-carboxylic acid